2-(20-Hydroxy-3,6,9,12,15,18-hexaoxaicosyl)isoindoline-1,3-dione OCCOCCOCCOCCOCCOCCOCCN1C(C2=CC=CC=C2C1=O)=O